N-[4-fluoro-5-[6-[(2R,6S)-2,6-dimethylmorpholin-4-yl]pyridin-3-yl]-2-[(3R)-3,4-dimethylpiperazin-1-yl]phenyl]-1-methyl-6-oxo-4-(trifluoromethyl)pyridine-3-carboxamide FC1=CC(=C(C=C1C=1C=NC(=CC1)N1C[C@H](O[C@H](C1)C)C)NC(=O)C1=CN(C(C=C1C(F)(F)F)=O)C)N1C[C@H](N(CC1)C)C